O=C1NC(CCC1C=1C(=C2C(NC(C2=CC1)=O)=O)F)=O (2,6-dioxopiperidin-3-yl)-4-fluoro-isoindole-1,3-dione